C(C)(C)C=1C=2N(N=CC1C(=O)OCC)C=C(N2)C ethyl 8-isopropyl-2-methylimidazo[1,2-b]pyridazine-7-carboxylate